(R)-5-(8-(1,3-dimethyl-2-oxo-2,3-dihydro-1H-benzo[d]imidazol-5-yl)isoquinolin-3-yl)-N-(3-(3-(2,6-dioxo-piperidin-3-yl)benzofuran-5-yl)prop-2-yn-1-yl)-3-methylpicolinamide CN1C(N(C2=C1C=CC(=C2)C=2C=CC=C1C=C(N=CC21)C=2C=C(C(=NC2)C(=O)NCC#CC=2C=CC1=C(C(=CO1)[C@@H]1C(NC(CC1)=O)=O)C2)C)C)=O